2-((2S)-1-acryloyl-4-(8-chloro-7-(8-chloronaphthalen-1-yl)-6-fluoro-4-(((S)-1-methylpyrrolidin-2-yl)methoxy)-1H-imidazo[4,5-c]quinolin-1-yl)piperidin-2-yl)acetonitrile C(C=C)(=O)N1[C@@H](CC(CC1)N1C=NC=2C(=NC=3C(=C(C(=CC3C21)Cl)C2=CC=CC1=CC=CC(=C21)Cl)F)OC[C@H]2N(CCC2)C)CC#N